ClC1=CC(=C(C=C1)C1OC2=C(C=CC=C2C(=C1)F)N1CCN(CC1)CC1=NC2=C(N1C[C@H]1OCC1)C=C(C=C2)C(=O)O)F 2-((4-(2-(4-chloro-2-fluorophenyl)-4-fluoro-2H-chromen-8-yl)piperazin-1-yl)methyl)-1-(((S)-oxetan-2-yl)methyl)-1H-benzo[d]imidazole-6-carboxylic acid